N-((2-(2,6-dioxopiperidin-3-yl)-1-oxoisoindolin-5-yl)methyl)-2,2-difluoro-2-(m-tolyl)acetamide O=C1NC(CCC1N1C(C2=CC=C(C=C2C1)CNC(C(C=1C=C(C=CC1)C)(F)F)=O)=O)=O